ClC=1C=CC(=C(C1)[C@@H](CC(=O)NC)CC(=O)N1CC(CC1)(C)C)C (S)-3-(5-chloro-2-methylphenyl)-5-(3,3-dimethylpyrrolidin-1-yl)-N-methyl-5-oxopentanamide